C1(CC1)C1=C(C=NN1C)NC1=NC=C(C(=N1)NC)C(F)(F)F N2-(5-cyclopropyl-1-methyl-1H-pyrazol-4-yl)-N4-methyl-5-(trifluoromethyl)pyrimidine-2,4-diamine